NC1=C(C=C(C=N1)C=1C=NN(C1)C1CCN(CC1)CC1=CC=C(N=N1)N1C(NC(CC1)=O)=O)O[C@H](C)C1=C(C(=CC=C1Cl)F)Cl (R)-1-(6-((4-(4-(6-amino-5-(1-(2,6-dichloro-3-fluorophenyl)ethoxy)pyridin-3-yl)-1H-pyrazol-1-yl)piperidin-1-yl)methyl)pyridazin-3-yl)dihydropyrimidine-2,4(1H,3H)-dione